3-Bromo-4-(2-ethoxy-1,1-difluoro-2-oxoethyl)benzoic acid methyl ester COC(C1=CC(=C(C=C1)C(C(=O)OCC)(F)F)Br)=O